5-[4-(4-Hydroxypiperidin-1-yl)-3-(trifluoromethyl)phenyl]-3,6-dihydro-2H-1,3,4-oxadiazin-2-one OC1CCN(CC1)C1=C(C=C(C=C1)C1=NNC(OC1)=O)C(F)(F)F